ClC1=NC=C2C=C(C=3N(C2=C1)C=CN3)C=3C(=CC(=NC3)C(CC)=O)C 1-(5-{8-chloroimidazo[1,2-a]1,6-naphthyridin-4-yl}-4-methylpyridin-2-yl)propan-1-one